ClC1=C(COCC(C)(C)NC(=O)C=2C=C3C(=NC2OC)CCC3)C=CC=C1 N-(1-((2-chlorobenzyl)oxy)-2-methylpropan-2-yl)-2-methoxy-6,7-dihydro-5H-cyclopenta[b]pyridine-3-carboxamide